C12(C=CC(CC1)C2)C(=O)OC(=O)C21C=CC(CC2)C1 norbornenoic anhydride